3-Fluoro-5-((6-(3-methyl-1H-pyrazol-4-yl)-1-oxo-2,7-naphthyridin-2(1H)-yl)methyl)-N-(tetrahydro-2H-pyran-4-yl)benzamide FC=1C=C(C(=O)NC2CCOCC2)C=C(C1)CN1C(C2=CN=C(C=C2C=C1)C=1C(=NNC1)C)=O